3-hydroxy-6-(5-(4-(pyrimidin-2-yl)piperazin-1-yl)pentyl)picolinic acid methyl ester COC(C1=NC(=CC=C1O)CCCCCN1CCN(CC1)C1=NC=CC=N1)=O